2'-(2-((tetrahydro-2H-pyran-4-yl)oxy)pyridin-4-yl)-6',8'-dihydro-2H-spiro[benzofuran-3,9'-pyrido[3',2':4,5]imidazo[2,1-c][1,4]oxazine] O1CCC(CC1)OC1=NC=CC(=C1)C=1C=CC=2N=C3COCC4(N3C2N1)COC1=C4C=CC=C1